CC=1SC(=C(N1)C)C=1C=NC=2N(C1)C=C(N2)C(=O)O 6-(2,4-dimethylthiazol-5-yl)imidazo[1,2-a]pyrimidine-2-carboxylic acid